3-methyl-5-oxo-1-(3-(trifluoromethyl) phenyl)-4,5-dihydro-1H-pyrazole-4-carboxylate CC1=NN(C(C1C(=O)[O-])=O)C1=CC(=CC=C1)C(F)(F)F